COC(=O)C=1C=C(C=CC1C)N1C2CN(C(C1)C2)C(=O)OC(C)(C)C tert-butyl 5-(3-(methoxycarbonyl)-4-methylphenyl)-2,5-diazabicyclo[2.2.1]heptane-2-carboxylate